(((1r,4r)-4-(4-bromo-3-(trifluoromethyl)phenoxy)cyclohexyl)oxy)(tert-butyl)diphenylsilane BrC1=C(C=C(OC2CCC(CC2)O[Si](C2=CC=CC=C2)(C2=CC=CC=C2)C(C)(C)C)C=C1)C(F)(F)F